Benzyl ((2SR,3SR,4RS)-2-cyclobutyl-3-methyl-1,2,3,4-tetrahydro-1,5-naphthyridin-4-yl)carbamate C1(CCC1)[C@@H]1NC2=CC=CN=C2[C@@H]([C@H]1C)NC(OCC1=CC=CC=C1)=O |r|